2-((4-((3-(4-chloro-3-fluorophenyl)-3-phenylureido)methyl)cyclohexyl)methoxy)acetic acid ClC1=C(C=C(C=C1)N(C(NCC1CCC(CC1)COCC(=O)O)=O)C1=CC=CC=C1)F